cis-5-(2-(3-(3-(3,4-dimethoxyphenyl)azetidin-1-yl)-4,5-difluorophenyl)cyclopropyl)-2,2'-bipyrimidine COC=1C=C(C=CC1OC)C1CN(C1)C=1C=C(C=C(C1F)F)[C@@H]1[C@@H](C1)C=1C=NC(=NC1)C1=NC=CC=N1